BrC=1N(C2=C(C(NC=C2)=O)N1)C 2-bromo-1-methyl-1,5-dihydro-4H-imidazo[4,5-c]Pyridin-4-one